CC1OC(CNC1)C(=O)NC1CC2CCCC(C1)N2C 6-methyl-N-(9-methyl-9-azabicyclo[3.3.1]nonan-3-yl)morpholine-2-carboxamide